3-fluoro-2-isopropyl-5-(phenylethynyl)phenol FC=1C(=C(C=C(C1)C#CC1=CC=CC=C1)O)C(C)C